2,5-di(aminomethyl)furan NCC=1OC(=CC1)CN